anthranyl α-allyloxymethylacrylate C(C=C)OCC(C(=O)OC1=CC=CC2=CC3=CC=CC=C3C=C12)=C